BrC1=C2C[C@@H](N[C@H](C2=CC=C1F)C)CO[Si](C1=CC=CC=C1)(C1=CC=CC=C1)C(C)(C)C (1S,3R)-5-Bromo-3-(((tert-butyldiphenylsilyl)oxy)methyl)-6-fluoro-1-methyl-1,2,3,4-tetrahydroisoquinoline